6-(3-amino-6-(4-(4-(cyclopropylmethyl)piperazin-1-yl)phenyl)-5-fluoropyrazin-2-yl)-4,8-difluoro-3-methylisoquinolin-1(2H)-one NC=1C(=NC(=C(N1)F)C1=CC=C(C=C1)N1CCN(CC1)CC1CC1)C=1C=C2C(=C(NC(C2=C(C1)F)=O)C)F